((3S,4S)-8-(5-(2,3-dichlorophenyl)-4-cyano-6-methylpyrimidin-2-yl)-3-methyl-2-oxa-8-azaspiro[4.5]dec-4-yl)carbamic acid tert-butyl ester C(C)(C)(C)OC(N[C@@H]1[C@@H](OCC12CCN(CC2)C2=NC(=C(C(=N2)C#N)C2=C(C(=CC=C2)Cl)Cl)C)C)=O